(S)-6-(2,3-difluorophenyl)-3-(1-(6-ethoxy-5-methoxypyridin-2-yl)-2-(methylsulfonyl)ethyl)-1-methyl-1H-imidazo[4,5-b]pyridin-2(3H)-one FC1=C(C=CC=C1F)C=1C=C2C(=NC1)N(C(N2C)=O)[C@H](CS(=O)(=O)C)C2=NC(=C(C=C2)OC)OCC